tert-butyl (S)-3-(6-(2-cyano-3-((N-ethyl-N-methylsulfamoyl)amino)-6-fluorophenoxy)cinnolin-3-yl)-1-oxa-8-azaspiro[4.5]decane-8-carboxylate C(#N)C1=C(OC=2C=C3C=C(N=NC3=CC2)[C@H]2COC3(C2)CCN(CC3)C(=O)OC(C)(C)C)C(=CC=C1NS(N(C)CC)(=O)=O)F